2-ethyl-2,3-dihydro-thieno[3,4-b][1,4]dioxin C(C)C1COC=2C(O1)=CSC2